O=C1NC(CCC1N1C(C2=CC=CC(=C2C1)NCC=1N=C(SC1)COC(=O)C12CC3CC(CC(C1)C3)C2)=O)=O.C(=CC2=CC=CC=C2)S(=O)[O-].[Na+] sodium styrenesulfinate (4-(((2-(2,6-dioxopiperidin-3-yl)-1-oxoisoindolin-4-yl)amino)methyl)thiazol-2-yl)methyl-adamantane-1-carboxylate